The molecule is a phenylpropanoid that is phenol substituted by a prop-2-enyl group at position 4. It is a phenylpropanoid and a member of phenols. C=CCC1=CC=C(C=C1)O